CC1=CC=C(C=C1)S(=O)(=O)O.ClC(OC1=CC=C(N)C=C1)(F)F 4-(Chlorodifluoromethoxy)aniline, p-Toluenesulfonic acid salt